C(C1=CC=CC=C1)N1CC(C(C(C1)C)(F)F)C(CO)C 2-(1-Benzyl-4,4-difluoro-5-methylpiperidin-3-yl)propan-1-ol